6-(4-methoxy-3-methyl-phenyl)-1-[(5-methylisoxazol-3-yl)methyl]-3H-imidazo[4,5-b]pyridin-2-one COC1=C(C=C(C=C1)C=1C=C2C(=NC1)NC(N2CC2=NOC(=C2)C)=O)C